4-((7-ethyl-5-methyl-6-oxo-8-(piperidin-4-yl)-5,6,7,8-tetrahydropteridin-2-yl)amino)-3-methoxy-N-methylbenzamide C(C)C1C(N(C=2C=NC(=NC2N1C1CCNCC1)NC1=C(C=C(C(=O)NC)C=C1)OC)C)=O